CN(C1=CC=C(C=C1)OC#N)C1=NC(=NC(=N1)N(C1=CC=C(C=C1)OC#N)C)N(C1=CC=C(C=C1)OC#N)C 2,4,6-tris(N-methyl-4-cyanatoanilino)-1,3,5-triazine